C(C)N1C[C@H](CCC1)N1C(NC2=C1C=C(C(=C2)C=2C=C(C=1N(C2)N=CN1)C)C)=O (S)-1-(1-Ethylpiperidin-3-yl)-6-methyl-5-(8-methyl-[1,2,4]triazolo[1,5-a]pyridin-6-yl)-1,3-dihydro-2H-benzo[d]imidazol-2-on